ClC1=C(C=CC(=C1)OCCN1CCNCC1)C=1N(C2=NC=NC(=C2N1)OC1(CC1)C)CC=1SC=CN1 2-((8-(2-chloro-4-(2-(piperazin-1-yl)ethoxy)phenyl)-6-(1-methylcyclopropoxy)-9H-purin-9-yl)methyl)thiazole